ClC=1C=CC=C2C=C(NC12)C(=O)N(C)C1CCCC1 7-chloro-N-cyclopentyl-N-methyl-1H-indole-2-carboxamide